1-hexadecylpropane-1,3-diamine C(CCCCCCCCCCCCCCC)C(CCN)N